COC=1C=C(C=NC1OC)C#N 5,6-dimethoxy-pyridine-3-carbonitrile